(E)-5-(4-(methylsulfonyl)styryl)-3,4-dihydropyridine-1(2H)-carboxylic acid tert-butyl ester C(C)(C)(C)OC(=O)N1CCCC(=C1)\C=C\C1=CC=C(C=C1)S(=O)(=O)C